C1(CCC1)C=1C=NN2C1N=C(C=C2)C2=NC(=NC=C2)SC 3-cyclobutyl-5-(2-methylsulfanyl-pyrimidin-4-yl)pyrazolo[1,5-a]pyrimidine